NCCOCCNC=1C=C(C(=O)O)C=C(C1)OCCCN1C[C@@H](CC1)NC(C1=NC(=CC=C1N1[C@@H](CN(CC1)C(C1=C(C=C(C=C1)Cl)C(F)F)=O)CC)C1=C(C=CC=C1)OCC)=O 3-((2-(2-aminoethoxy)ethyl)amino)-5-(3-((R)-3-(3-((R)-4-(4-chloro-2-(difluoromethyl)benzoyl)-2-ethylpiperazin-1-yl)-6-(2-ethoxyphenyl)picolinamido)pyrrolidin-1-yl)propoxy)benzoic acid